CN1N=CC=2C1=NC(=NC2N)NCC2NCCC2 1-methyl-N6-(pyrrolidin-2-ylmethyl)-1H-pyrazolo[3,4-d]Pyrimidine-4,6-diamine